thiophene-2,5-diboronic acid dipicolinate N1=C(C=CC=C1)C(=O)O.N1=C(C=CC=C1)C(=O)O.S1C(=CC=C1B(O)O)B(O)O